COC1=CC=C(C=C1)C=CC(=O)OCC#CCOC(C=CC1=CC=C(C=C1)OC)=O 3-(4-methoxyphenyl)-acrylic acid-4-[3-(4-methoxyphenyl)-acryloyloxy]-but-2-ynyl ester